4-((Z)-1-(4-(2-((3aR,6aS)-hexahydropyrrolo[3,4-c]pyrrol-2(1H)-yl)ethoxy)phenyl)-5-hydroxy-2-phenylpent-1-en-1-yl)phenol C1N(C[C@@H]2[C@H]1CNC2)CCOC2=CC=C(C=C2)\C(=C(\CCCO)/C2=CC=CC=C2)\C2=CC=C(C=C2)O